C(C)(C)(C)OC(=O)N1CCC2(CC1)C=C(C1=C(C=CC=C12)Br)O[Si](C)(C)C(C)(C)C 4-bromo-3-((tert-butyldimethylsilyl)oxy)spiro[indene-1,4'-piperidine]-1'-carboxylic acid tert-butyl ester